1-(2-((2-methoxy-4-(1-methyl-1H-imidazol-2-yl)phenyl)amino)-6-methylpyrido[3,4-d]pyrimidin-8-yl)-3-methylazetidine-3-carbonitrile COC1=C(C=CC(=C1)C=1N(C=CN1)C)NC=1N=CC2=C(N1)C(=NC(=C2)C)N2CC(C2)(C#N)C